O=C1N(CC2=CC(=CC=C12)N1C(N(CC1)C1CCOCC1)=O)C1C(NC(CC1)=O)=O 3-(1-oxo-5-(2-oxo-3-(tetrahydro-2H-pyran-4-yl)imidazolidin-1-yl)isoindolin-2-yl)piperidine-2,6-dione